(R)-benzyl 4-(2-azido-3-(2H-1,2,3-triazol-2-yl)propoxy)benzoate N(=[N+]=[N-])[C@@H](COC1=CC=C(C(=O)OCC2=CC=CC=C2)C=C1)CN1N=CC=N1